COC1=C(N=C2C(=N1)NC(=N2)C(F)(F)F)NC2=CC=C(C=C2)I 6-METHOXY-N-(4-IODOPHENYL)-2-(TRIFLUOROMETHYL)-1H-IMIDAZO[4,5-B]PYRAZIN-5-AMINE